2-methyl-3-(3,4-methylenedioxyphenyl)propionaldehyde CC(C=O)CC1=CC2=C(C=C1)OCO2